N1CCC(=CC1)C=1C=C(C(=CC1)O)O 4-(1,2,3,6-tetrahydropyridin-4-yl)benzene-1,2-diol